tropylium tetrakis(3,4,5-trifluorophenyl)borate FC=1C=C(C=C(C1F)F)[B-](C1=CC(=C(C(=C1)F)F)F)(C1=CC(=C(C(=C1)F)F)F)C1=CC(=C(C(=C1)F)F)F.[CH+]1C=CC=CC=C1